CC1C(=S)OCC1 α-methyl-γ-thiobutyrolactone